C(C1=CC=CC=C1)OC(=O)NCCCC[C@@H](NC(=O)OC(C)(C)C)C(=O)O N6-[(Benzyloxy)carbonyl]-N2-(tert-butoxycarbonyl)-D-lysin